2-cyclopropyl-6-(oxacyclohex-4-ylmethoxy)pyridine-4-carboxylic acid C1(CC1)C1=NC(=CC(=C1)C(=O)O)OCC1CCOCC1